7-bromo-8-methoxy-1,2-dihydro-3-benzoxepin-5-one BrC1=CC2=C(CCOCC2=O)C=C1OC